2-(3-fluoro-4-(1-hydroxyethyl)phenyl)-2-methylpropanenitrile FC=1C=C(C=CC1C(C)O)C(C#N)(C)C